ClC1=C(C(=O)NC2=C3C=NN(C3=CC=C2)C2=CC(=CC=C2)OC(F)(F)F)C=C(C=C1)CNC(CC(C)(C)C)=O 2-Chloro-5-{[(3,3-dimethylbutanoyl)amino]methyl}-N-{1-[3-(trifluoromethoxy)phenyl]-1H-indazol-4-yl}benzamide